NC1=C(C2=C(C=3N(C=C2)C=NN3)N1C1=C(C(=CC=C1C)OC)C)C#N 8-amino-9-(3-methoxy-2,6-dimethylphenyl)-9H-pyrrolo[2,3-c][1,2,4]triazolo[4,3-a]pyridine-7-carbonitrile